CC(O)(C1OC1)CCC=C(C)C alpha-methyl-alpha-[4-methyl-3-pentenyl]oxiranemethanol